di(but-3-yn-1-yl) 3,3'-((3-(pyrrolidin-1-yl)propyl)azanediyl)dipropionate N1(CCCC1)CCCN(CCC(=O)OCCC#C)CCC(=O)OCCC#C